(Z)-5-((2,3-dihydrobenzo[b][1,4]dioxin-6-yl)methylene)-2-thioxothiazolidin-4-one O1C2=C(OCC1)C=C(C=C2)\C=C/2\C(NC(S2)=S)=O